(((3-(hydroxymethyl)-4-nitrobenzyl)amino)methyl)cyclohexane-1-carboxylic acid OCC=1C=C(CNCC2(CCCCC2)C(=O)O)C=CC1[N+](=O)[O-]